2-(bis(tert-butoxycarbonyl)amino)-1-(3-(methoxymethoxy)-2,6-dimethylphenyl)-5,6-dimethyl-1H-pyrrolo[2,3-b]pyridine-3-carboxylic acid C(C)(C)(C)OC(=O)N(C1=C(C=2C(=NC(=C(C2)C)C)N1C1=C(C(=CC=C1C)OCOC)C)C(=O)O)C(=O)OC(C)(C)C